FC=1C=C(C=CC1C1=NN2C(N=C(C=C2C2=CC=NC=C2)C(=O)N2[C@@H](C3=CC=CC=C3CC2)C)=C1)N1C[C@H](CC1)C(=O)O (3S)-1-(3-fluoro-4-{5-[(1R)-1-methyl-1,2,3,4-tetrahydroisoquinoline-2-carbonyl]-7-(pyridin-4-yl)pyrazolo[1,5-a]pyrimidin-2-yl}phenyl)pyrrolidine-3-carboxylic acid